FC1=C(C=CC=C1)CC(=O)NC1=CC(=C(C=C1)C=1C=NN(C1)CCOC)S(N)(=O)=O 2-(2-fluorophenyl)-N-{4-[1-(2-methoxyethyl)-1H-Pyrazol-4-yl]-3-sulfamoylphenyl}acetamide